FC1(CN(C1)C=1C=NC2=CC=CC(=C2N1)NC(OC(C)(C)C)=O)F tert-Butyl (3-(3,3-difluoroazetidin-1-yl)quinoxalin-5-yl)carbamate